Dibutylcyclopentadiene C(CCC)C1(C=CC=C1)CCCC